S(=O)(=O)([O-])[O-].[Zr+4].CC1(NC(=CC(=C1)C)C)CO.S(=O)(=O)([O-])[O-] 2,4,6-trimethylpyridinemethanol zirconium(IV) sulfate